O[C@H](C(=O)N1C[C@@H]2[C@H](C1)CC(C2)NC2=C1C(=NC=C2C=2SC(=CN2)C2(CCCC2)C(=O)O)NC=C1)C 1-(2-(4-(((3aR,5R,6aS)-2-((S)-2-hydroxypropanoyl)octahydrocyclopenta[c]-pyrrol-5-yl)amino)-1H-pyrrolo[2,3-b]pyridin-5-yl)thiazol-5-yl)cyclopentane-1-carboxylic acid